CC(N(C(=O)OCC1=CC=CC=C1)C1CCCC1)C(=O)N1[C@@](CCC1)(C(=O)O)C Methyl-N-benzyloxycarbonyl-cyclopentyl-glycyl-L-2-methyl-proline